N-((5-(tert-butyl)-8-hydroxyquinolin-7-yl)(pyridin-3-yl)methyl)butyramide C(C)(C)(C)C1=C2C=CC=NC2=C(C(=C1)C(NC(CCC)=O)C=1C=NC=CC1)O